CC1C(CC(CC1)C(=C)C)CC(=O)O.C(C)(=O)O.C1C(O)C(C)=CC=C1C(C)C dihydrocarvacrol acetate (2-methyl-5-prop-1-en-2-ylcyclohexyl-acetate)